C1(CC1)N1[C@H](CNCC1)C (3S)-4-cyclopropyl-3-methylpiperazin